C(C)(C)(C)OC(=O)N[C@H](C#CC=1C=C(C=CC1)C#CCCCC(=O)O)CCC(N)=O 6-[3-[(3S)-3-[(tert-butoxycarbonyl)amino]-5-carbamoylpent-1-yn-1-yl]phenyl]hex-5-ynoic acid